FC1=NC=C(C(=O)OC=2C(=NC=C(C2C)C)C)C=C1 2,4,5-trimethylpyridin-3-yl 6-fluoronicotinate